FC=1C(=NC(=NC1)NC12CC3(C[C@@](C[C@](C1)(C3)C)(C2)C)O)C2=CN=C3N2C=C(C=C3)NC=3C=NC=NC3 (1s,3r,5R,7S)-3-((5-Fluoro-4-(6-(pyrimidin-5-ylamino)imidazo[1,2-a]pyridin-3-yl)pyrimidin-2-yl)amino)-5,7-dimethyladamantan-1-ol